(2S)-2-{4-[6-amino-5-(1H-pyrazol-4-yl)-4-pyrimidinyl]-1H-pyrazol-1-yl}-1-(dimethylamino)-2-[p-(trifluoromethyl)phenyl]ethane NC1=C(C(=NC=N1)C=1C=NN(C1)[C@H](CN(C)C)C1=CC=C(C=C1)C(F)(F)F)C=1C=NNC1